C(=O)C=1C=CC(=NC1)C(=O)O 5-formylpicolinic acid